tert-butyl (6R,9aR)-6-methyl-1,3,4,6,7,8,9,9a-octahydropyrazino[1,2-a]pyrazine-2-carboxylate C[C@@H]1CNC[C@H]2N1CCN(C2)C(=O)OC(C)(C)C